N-phenylpyridazine-3-carboxamide C1(=CC=CC=C1)NC(=O)C=1N=NC=CC1